(S)-(5-fluoro-1'-(3-iodo-1-((2-(trimethylsilyl)ethoxy)methyl)-1H-pyrazolo[3,4-b]pyrazin-6-yl)-1,3-dihydrospiro[inden-2,4'-piperidin]-3-yl)carbamic acid tert-butyl ester C(C)(C)(C)OC(N[C@@H]1C2=CC(=CC=C2CC12CCN(CC2)C2=CN=C1C(=N2)N(N=C1I)COCC[Si](C)(C)C)F)=O